C(C)(C)(C)C1=CC=C(C=C1)CN1C(CCC1=O)CC(=O)N[C@H](C)C1CCCCC1 2-[1-[(4-tert-butylphenyl)methyl]-5-oxopyrrolidin-2-yl]-N-[(1R)-1-cyclohexylethyl]acetamid